COC=1C=C2C=CC(=CC2=CC1)C(N)=N 6-methoxy-2-naphthimidamide